(2-ethoxy-3,4-difluorophenyl)boronic acid C(C)OC1=C(C=CC(=C1F)F)B(O)O